3,6-dimethyldec-5-enal CC(CC=O)CC=C(CCCC)C